C(#N)C=1C(=CC=2C3=C(C(NC2C1)=O)CN([C@H]3C)C(=O)OC(C)(C)C)OC tert-butyl (S)-7-cyano-8-methoxy-1-methyl-4-oxo-1,3,4,5-tetrahydro-2H-pyrrolo[3,4-c]quinoline-2-carboxylate